methyl (methyl acrylate) CC(C(=O)OC)=C